5,10,15,20-tetra(4-pyridyl)porphyrin ruthenium (II) chloride [Ru](Cl)Cl.N1=CC=C(C=C1)C=1C2=CC=C(N2)C(=C2C=CC(C(=C3C=CC(=C(C=4C=CC1N4)C4=CC=NC=C4)N3)C3=CC=NC=C3)=N2)C2=CC=NC=C2